(R)-6-(4-cyclopropylphenyl)-N-(1,1-dioxido-2,3-dihydrothiophen-3-yl)-2-oxo-1,2-dihydropyridine-3-carboxamide C1(CC1)C1=CC=C(C=C1)C1=CC=C(C(N1)=O)C(=O)N[C@H]1CS(C=C1)(=O)=O